COC1CN(C1)C=1C(=NC=CC1)[N+](=O)[O-] (3-methoxyazetidin-1-yl)-2-nitropyridine